N-(tert-Butoxycarbonyl)-O-(2-nitropyridin-3-yl)-L-serine C(C)(C)(C)OC(=O)N[C@@H](COC=1C(=NC=CC1)[N+](=O)[O-])C(=O)O